C1(CC1)N([C@@H]1CC[C@H](CC1)NCC(=O)OCC)C1=C(C=CC=C1)O trans-ethyl 2-(4-(Cyclopropyl(2-hydroxyphenyl)amino)cyclohexylamino)acetate